[Si](C)(C)(C(C)(C)C)OC([C@@H](CC(C)C)NC(OC(C)(C)C)=O)CCCC(C1=NC=C(C=N1)OC(C)C)O tert-Butyl N-[(1R)-2-[tert-butyl(dimethyl)silyl]oxy-6-hydroxy-1-isobutyl-6-(5-isopropoxypyrimidin-2-yl)hexyl]carbamate